(4-(hydroxymethyl)bicyclo[2.2.2]octan-1-yl)carbamic acid benzyl ester C(C1=CC=CC=C1)OC(NC12CCC(CC1)(CC2)CO)=O